4-(6-methoxy-4-methyl-3,4-dihydro-2H-pyrido[3,2-b][1,4]oxazin-7-yl)-6-methyl-N-(6-(pyridin-4-yl)thiazolo[4,5-b]pyrazin-2-yl)nicotinamide COC=1C(=CC=2OCCN(C2N1)C)C1=CC(=NC=C1C(=O)NC=1SC=2C(=NC=C(N2)C2=CC=NC=C2)N1)C